C1(C=CC=C1)C1=C(C=CC=C1)C(C)C cyclopentadienyl(1-methylethylbenzene)